Ethyl 5-[2-(tert-butoxycarbonylamino)ethoxy]-1-methyl-pyrazole-4-carboxylate C(C)(C)(C)OC(=O)NCCOC1=C(C=NN1C)C(=O)OCC